FC1=CC(=C(C=C1)[C@]1(C[C@@H]2[C@H](N(OC2(C)C)C)[C@H](C1)C)C)C |r| rac-(3aR,5R,7S,7aR)-5-(4-fluoro-2-methylphenyl)-1,3,3,5,7-pentamethyl-octahydrobenzo[c]isoxazole